CC1=C(C=2N(C=C1C1=CC3=C(N(C(N3)=O)C3CCC(CC3)N3CC(CCC3)F)C=C1C(C)C)N=CN2)C 5-(7,8-dimethyl-[1,2,4]triazolo[1,5-a]pyridin-6-yl)-1-(4-(3-fluoropiperidin-1-yl)cyclohexyl)-6-isopropyl-1,3-dihydro-2H-benzo[d]imidazol-2-one